C(CCCCCCC\C=C/C\C=C/CCCCC)(=O)O.C(CCCCCCCCCCCCCCCCC)(=O)O.C(CCCCCCCCCCCCCCCCC)(=O)O.C(CCCCCCCCCCCCCCCCC)(=O)O.OCC(O)CO glycerol tristearate linoleate